FC=1C=C(C=CC1CS(=O)(=O)C)C1=C(NC2=C(C=CC=C12)C(C)N1C(OC(=C1)CCCNC(=N)N)=O)C(=O)O 3-(3-Fluoro-4-((methylsulfonyl)methyl)phenyl)-7-(1-(5-(3-guanidinopropyl)-2-oxooxazol-3(2H)-yl)ethyl)-1H-indole-2-carboxylic acid